FC1=C(C(=CC=C1)C(F)(F)F)COC1=CC2=C([C@@]3(CCN([C@@H]3CC2)C([C@H](C(F)(F)F)O)=O)S(=O)(=O)C2=CC=C(C=C2)F)C=C1 (2R)-1-[(3aR,9bR)-7-{[2-fluoro-6-(trifluoromethyl)phenyl]methoxy}-9b-(4-fluorobenzenesulfonyl)-1H,2H,3H,3aH,4H,5H,9bH-benzo[e]indol-3-yl]-3,3,3-trifluoro-2-hydroxypropan-1-one